C1CC12NCCC(C2)N2C(C1=C(C=C(C=C1C=C2)C2=CC1=CN(N=C1C(=C2)C)C)F)=O 2-{4-azaspiro[2.5]octan-7-yl}-6-(2,7-dimethylindazol-5-yl)-8-fluoroisoquinolin-1-one